C(C)OP(=O)(OCC)C(C)C1=CC=C2C=CC(=CC2=C1)C(=O)OCC=C Allyl 7-(1-(diethoxyphosphoryl)ethyl)-2-naphthoate